1,4-bis-trimethylsilyl-2-methyl-cyclohexa-2,5-diene C[Si](C1C(=CC(C=C1)[Si](C)(C)C)C)(C)C